aminopropanesulfonate NC(CC)S(=O)(=O)[O-]